N-(4-(4-amino-5-(8-azabicyclo[3.2.1]oct-2-en-3-yl)-7-methyl-7H-pyrrolo[2,3-d]pyrimidin-6-yl)phenyl)methacrylamide NC=1C2=C(N=CN1)N(C(=C2C2=CC1CCC(C2)N1)C1=CC=C(C=C1)NC(C(=C)C)=O)C